5-bromo-1-methyl-2-oxo-pyridine-3-carbonitrile BrC=1C=C(C(N(C1)C)=O)C#N